CO[Si](CCCC(CN)N)(OC)OC 1-(3-(trimethoxysilyl)propyl)ethane-1,2-diamine